1-(2-methoxyethyl)-6-oxo-1,6-dihydropyridine-3-sulfonyl chloride COCCN1C=C(C=CC1=O)S(=O)(=O)Cl